The molecule is a myo-inositol monophosphate. It has a role as an algal metabolite and a mouse metabolite. It derives from a myo-inositol. It is a conjugate acid of a 1D-myo-inositol 4-phosphate(2-). [C@H]1([C@H](C([C@H]([C@H](C1O)O)O)OP(=O)(O)O)O)O